4-{3-(cyanomethyl)-3-[4-(7H-pyrrolo[2,3-d]pyrimidin-4-yl)-1H-pyrazol-1-yl]azetidin-1-yl}-N-[2-(trifluoromethyl)phenyl]piperidine-1-carboxamide C(#N)CC1(CN(C1)C1CCN(CC1)C(=O)NC1=C(C=CC=C1)C(F)(F)F)N1N=CC(=C1)C=1C2=C(N=CN1)NC=C2